C[C@@]12C=CC[C@H]1[C@@H]1CC=C3C[C@H](CC[C@]3(C)[C@H]1CC2)O androsta-5,16-dien-3beta-ol